ONC(=O)C(C(=O)NC1=CC=C(C=C1)CN1N=NC(=C1)CN1S(C2=C(C1=O)C=CC=C2)(=O)=O)CC(C)C 2-(Hydroxycarbamoyl)-4-methyl-N-[4-[[4-[(1,1,3-trioxo-1,2-benzothiazol-2-yl)methyl]triazol-1-yl]methyl]phenyl]pentanamide